ClC1=C(C2=CN(N=C2C(=C1F)NC(C)C)C1OCCCC1)C=1N=CC=2N(C1)C=C(N2)NC2COCC2 6-[5-chloro-6-fluoro-7-(isopropylamino)-2-tetrahydropyran-2-yl-indazol-4-yl]-N-tetrahydrofuran-3-yl-imidazo[1,2-a]pyrazin-2-amine